fluoro-1-methyl-5-(5-((1-(trifluoromethyl)cyclopropyl)ethynyl)-3,4-dihydroquinolin-1(2H)-yl)-[1,2,4]triazolo[4,3-a]quinazoline FC1=C2C(=NC=3N(C2=CC=C1)C(=NN3)C)N3CCCC1=C(C=CC=C31)C#CC3(CC3)C(F)(F)F